Dimethyl-diethoxysilan C[Si](OCC)(OCC)C